ClC1=C(C(=O)N[C@H](C(=O)OCC2=CC=CC=C2)CC2=CC(=CC=C2)S(=O)(=O)C)C(=CC(=C1)C#CP(=O)(C1=CC=CC=C1)OC)Cl benzyl (2s)-2-(2,6-dichloro-4-((methoxy(phenyl)phosphoryl)ethynyl)benzamido)-3-(3-(methylsulfonyl)phenyl)propionate